(9H-fluoren-9-yl)methyl(2-(4-(8-((S)-3-amino-3-phenylpropyl)-8-azabicyclo[3.2.1]octan-3-yl)-5-isopropyl-4H-1,2,4-triazol-3-yl)ethyl)carbamate C1=CC=CC=2C3=CC=CC=C3C(C12)OC(N(CCC1=NN=C(N1C1CC2CCC(C1)N2CC[C@@H](C2=CC=CC=C2)N)C(C)C)C)=O